3-fluoro-N-(furan-2-ylmethyl)-N-(2-hydroxybenzyl)benzamide FC=1C=C(C(=O)N(CC2=C(C=CC=C2)O)CC=2OC=CC2)C=CC1